(R)-3-ethoxy-2-(4-methylpiperazin-1-yl)propionic acid lithium salt [Li+].C(C)OC[C@H](C(=O)[O-])N1CCN(CC1)C